CCC(C)CO (+/-)-2-Methyl-1-butanol